(3S,4r,5R)-1-(2,6-difluoro-3-isopropylphenethyl)piperidine-3,4,5-triol FC1=C(CCN2C[C@@H](C([C@@H](C2)O)O)O)C(=CC=C1C(C)C)F